FC(C=1C=C(C=C(C1)C(F)(F)F)C1=NN(C=N1)\C=C/C(=O)NCC1CN(CCC1)C)(F)F (Z)-3-(3-(3,5-bis(trifluoromethyl)phenyl)-1H-1,2,4-triazol-1-yl)-N-((1-methylpiperidin-3-yl)methyl)acrylamide